FC(C=1NC=C(N1)C(=O)N[C@@H](C)C1=NC(=NO1)C1=CC(=NC=C1)C(F)(F)F)(F)F (S)-2-(trifluoromethyl)-N-(1-(3-(2-(trifluoromethyl)pyridin-4-yl)-1,2,4-oxadiazol-5-yl)ethyl)-1H-imidazole-4-carboxamide